COC=1C=C(CN2N=CC3=CC=C(C=C23)C(=O)O)C=CC1 1-(3-Methoxybenzyl)-1H-indazole-6-carboxylic acid